C(C)OC(C(N)=S)(C)OCC 2,2-diethoxypropanthioamide